FC=1C=C(C=CC1)S(=O)(=O)NC(=O)C=1C(=NC(=CC1)N1N=CC=C1OCCC1(CC1)C(F)(F)F)N1C(C[C@@H](C1)C)(C)C N-(3-Fluorophenyl)sulfonyl-6-[3-[2-[1-(trifluoromethyl)cyclopropyl]ethoxy]pyrazol-2-yl]-2-[(4S)-2,2,4-trimethylpyrrolidin-1-yl]pyridine-3-carboxamide